C(C1=CC=CC=C1)SC=1C(=C(C(=CC1)Cl)C(C)=O)F 1-(3-(benzylthio)-6-chloro-2-fluorophenyl)ethan-1-one